FC(C1=CC=C(C=C1)NC(C1=CC=CC=C1)=O)(F)F N-(4-trifluoromethylphenyl)benzamide